C(C)(=O)[O-].C(C)(=O)[O-].C(C)(C)O[Ti+2]OC(C)C diisopropoxytitanium diacetate